C(C)OC(C(=CC1=CC(=NC=C1[N+](=O)[O-])Br)O)=O ethyl-3-(2-bromo-5-nitro-4-pyridinyl)-2-hydroxy-prop-2-enoate